di-tert-butyl-aniline C(C)(C)(C)N(C1=CC=CC=C1)C(C)(C)C